CC1CCCCC1 2-methylcyclohexan